[Si](C1=CC=CC=C1)(C1=CC=CC=C1)(C(C)(C)C)OCCN1C(CC2=C(CC1)C=CC(=C2)O)=O 3-(2-((tert-butyldiphenylsilyl)oxy)ethyl)-8-hydroxy-1,3,4,5-tetrahydro-2H-benzo[d]azepin-2-one